C(C)N1C(=C(C2=CC=C(C=C12)OC)C=O)C(=O)O 1-ETHYL-3-FORMYL-6-METHOXY-1H-INDOLE-2-CARBOXYLIC ACID